C(#N)C=1C=C(CN(CC(=O)OC(C)(C)C)CC(=O)OC(C)(C)C)C=C(C1)F di-tert-butyl 2,2'-((3-cyano-5-fluorobenzyl)azanediyl)diacetate